5-(2-chloro-6-fluorobenzyl)-2-methyl-4-((1-methylpiperidin-2-yl)methyl)-2,4-dihydro-3H-1,2,4-triazol-3-one ClC1=C(CC=2N(C(N(N2)C)=O)CC2N(CCCC2)C)C(=CC=C1)F